1-(bisacryloxymethyl)ethan-1-ol C(C=C)(=O)OC(C(C)O)OC(C=C)=O